OC1CC(C1)N1C2=NC(=NC=C2N(C1=O)C)NC=1C(=CC2=C(CCO2)C1)C ((1s,3s)-3-hydroxycyclobutyl)-7-methyl-2-((6-methyl-2,3-dihydrobenzofuran-5-yl)amino)-7,9-dihydro-8H-purin-8-one